2-({2-[(4-chloro-2-fluorophenyl)methoxy]-3-(trifluoromethyl)-5,6,7,8-tetrahydro-1,7-naphthyridin-7-yl}methyl)-3-{[(2S)-oxetan-2-yl]methyl}-3H-imidazo[4,5-c]pyridine-6-carboxylic acid ClC1=CC(=C(C=C1)COC1=NC=2CN(CCC2C=C1C(F)(F)F)CC1=NC2=C(C=NC(=C2)C(=O)O)N1C[C@H]1OCC1)F